6,6'-dichloro-3,4'-diaminobiphenyl ClC1=CC=C(C=C1C1=CC=C(C=C1Cl)N)N